The molecule is an erythrose phosphate. It has a role as a human metabolite and a Saccharomyces cerevisiae metabolite. It derives from a D-erythrose. It is a conjugate base of a D-erythrose 4-phosphate. C([C@H]([C@H](C=O)O)O)OP(=O)([O-])[O-]